COC(=O)[C@@H]1[C@H](OCCC1)C1=C(C2=NC(=CC(=C2S1)N(CC1=C(C=CC=C1)F)C(=O)OC(C)(C)C)Cl)Cl (2S,3S)-2-[7-[tert-butoxycarbonyl-[(2-fluorophenyl)methyl]amino]-3,5-dichloro-thieno[3,2-b]pyridin-2-yl]tetrahydropyran-3-carboxylic acid methyl ester